tert-butyl (3R)-3-[2-methoxy-2-oxo-1-[[3-(prop-2-ynylamino)phenyl]methyl]ethyl]pyrrolidine-1-carboxylate COC(C(CC1=CC(=CC=C1)NCC#C)[C@@H]1CN(CC1)C(=O)OC(C)(C)C)=O